C(C)OC(=O)C1=C(N(C=C1)COCC[Si](C)(C)C)C=O 2-formyl-1-((2-(trimethylsilyl)ethoxy)methyl)-1H-pyrrole-3-carboxylic acid ethyl ester